C(C)(C)(C)C1[C@](N(CC[C@@]1(C(=O)O)CC1=NC(=CC(=C1F)C=O)Cl)C(=O)O)(C)C(C)(C)C di-tert-butyl-(2r,4r)-4-((6-chloro-3-fluoro-4-formylpyridin-2-yl)methyl)-2-methylpiperidine-1,4-dicarboxylic acid